C(C)N(C(C1=C(C=C(C=C1)NC1CN(C1)C1CCN(CC1)C(C(C(F)(F)F)(C1=CC=CC=C1)O)=O)F)=O)CC N,N-diethyl-2-fluoro-4-(1-(1-(3,3,3-trifluoro-2-hydroxy-2-phenyl-propanoyl)piperidin-4-yl)azetidin-3-ylamino)benzamide